7-ethylamino-6-methyl-4-trifluoromethylcoumarin C(C)NC1=C(C=C2C(=CC(OC2=C1)=O)C(F)(F)F)C